BrC=1C(=NC=2CN(CCC2C1)C(=O)OC(C)(C)C)OCC1=C(C=C(C=C1)Cl)F tert-butyl 3-bromo-2-[(4-chloro-2-fluorophenyl)methoxy]-6,8-dihydro-5H-1,7-naphthyridine-7-carboxylate